C(CCCCCCCCCCCCCCCCCCCCCCCCC)(=O)N cerotamide